ClC1=C(C=NN(C1=O)C)N[C@@H]1C[C@@H](CN(C1)C)C1=CC=C(C=C1)CN1CCN(CC1)CC=1C=C2CN(C(C2=CC1)=O)C1C(NC(CC1)=O)=O 3-[5-[[4-[[4-[(3R,5R)-5-[(5-chloro-1-methyl-6-oxo-pyridazin-4-yl)amino]-1-methyl-3-piperidyl]phenyl]methyl]piperazin-1-yl]methyl]-1-oxo-isoindolin-2-yl]piperidine-2,6-dione